FC(OC=1C=C(C=CC1)C1=NN(C=2C1=NC=C(C2)C(=O)O)C2CCN(CC2)C)F 3-(3-(Difluoromethoxy)phenyl)-1-(1-methylpiperidin-4-yl)-1H-pyrazolo[4,3-b]pyridine-6-carboxylic acid